OCCCN(C(CCCCC(=O)OC(CSCCCCCC)CCCCCC)CCCCC(=O)OC(CSCCCCCC)CCCCCC)C bis(1-(Hexylthio)octan-2-yl) 6-((3-hydroxypropyl)(methyl)amino)undecanedioate